NC(=O)C1=CC=CC2=CN(N=C12)C1=CC=C(C[NH2+]CC[NH+]2CCCCC2)C=C1 1-[2-({4-[7-(aminocarbonyl)-2H-indazole-2-yl]benzyl}ammonio)ethyl]piperidinium